2-{cis-3-[5-(2-aminopropan-2-yl)-4-methylpyridin-2-yl]cyclobutyl}-7-methoxy[1,2,4]triazolo[1,5-c]quinazolin-5-amine NC(C)(C)C=1C(=CC(=NC1)[C@H]1C[C@H](C1)C1=NN2C(=NC=3C(=CC=CC3C2=N1)OC)N)C